ClC1=NC2=CC=CC=C2C(=N1)C(=C)C1=CC(=C(C=C1)OC)OC 2-Chloro-4-[1-(3,4-dimethoxy-phenyl)-vinyl]-quinazoline